CC=1C=C(NC=2C(=NC(=C(N2)NC)C=2C3=C(C=NC2)N(C=N3)C)C(=O)N)C=C(C1N1CCOCC1)C 3-(3,5-Dimethyl-4-morpholino-anilino)-5-(methylamino)-6-(3-methylimidazo[4,5-c]pyridin-7-yl)pyrazin-2-carboxamid